ClC1=CC(=NC=N1)NC(=O)C12CC(C1)(C2)C(=O)N2N=CCC2C2=CC(=CC(=C2)F)F N-(6-chloropyrimidin-4-yl)-3-(5-(3,5-difluorophenyl)-4,5-dihydro-1H-pyrazole-1-carbonyl)bicyclo[1.1.1]-pentane-1-carboxamide